4-(5-(ethoxycarbonyl)-6-(4-fluoro-2-methylphenyl)-2-(thiazol-2-yl)-3,6-dihydropyrimidin-4-yl)cubane-1-carboxylic acid C(C)OC(=O)C1=C(NC(=NC1C1=C(C=C(C=C1)F)C)C=1SC=CN1)C12C3C4C5(C(C14)C2C53)C(=O)O